F[C@@H]1CN(CC1)C1=C(C=CC=C1)N1S(C2=C(C1)C(=CC=C2)F)(=O)=O (S)-N-(2-(3-fluoropyrrolidin-1-yl)phenyl)-4-fluorobenzo[d]isothiazole-1,1-dioxide